CN1C(N(C2C1CCC2)C2CN(CCC2)C=2N=C(C(=NC2)C(=O)N)NC2=CC=C(C=C2)C2(CCNCC2)C)=O 5-(3-(3-Methyl-2-oxohexahydrocyclopenta[d]imidazol-1(2H)-yl)piperidin-1-yl)-3-((4-(4-methylpiperidin-4-yl)phenyl)amino)pyrazine-2-carboxamide